3-(3-Amino-6-chloropyridin-2-yl)-1,2,4-oxadiazol-5(4H)-one NC=1C(=NC(=CC1)Cl)C1=NOC(N1)=O